BrC1=CC(=C(C=C1)NC(=O)C1CCC(CC1)(F)F)N[C@@H](COC)C (R)-N-(4-bromo-2-((1-methoxypropan-2-yl)amino)phenyl)-4,4-difluorocyclohexane-1-carboxamide